FC1=CC=C(OC=2C=CC(=NC2)NC([C@H](C)N2CCN(CC2)C(=O)C2=CC=[N+](C=C2)[O-])=O)C=C1 (S)-4-(4-(1-((5-(4-fluorophenoxy)pyridin-2-yl)amino)-1-oxopropan-2-yl)piperazine-1-carbonyl)pyridine 1-oxide